[Cl-].C1=CCCCCCC1.C1=CCCCCCC1 bis(cyclooctene) chloride